NCC1(CCN(CC1)C1=NC=C(NC1=O)SC=1C(=C(C=CC1)NC(=O)C1=C(N=C2N(C1=O)C=CS2)O)Cl)C N-(3-((5-(4-(aminomethyl)-4-methylpiperidin-1-yl)-6-oxo-1,6-dihydropyrazin-2-yl)thio)-2-chlorophenyl)-7-hydroxy-5-oxo-5H-thiazolo[3,2-a]pyrimidine-6-carboxamide